2-isobutyl Malate C(C(O)CC(=O)[O-])(=O)OC(C)(C)C